ClC1=CC=C(C=C1)C1=C(C(=NN1C1=C(C=C(C=C1)Cl)Cl)C(=O)N1CC(CCC1)C(=O)O)C (5-(4-chlorophenyl)-1-(2,4-dichlorophenyl)-4-methyl-1H-pyrazole-3-carbonyl)piperidine-3-carboxylic acid